(4-[2-(DIETHYLAMINO)ETHOXY]PHENYL)BORANEDIOL C(C)N(CCOC1=CC=C(C=C1)B(O)O)CC